(S)-5-fluoro-N-(8-fluoro-6-oxo-1,2,3,4,5,6-hexahydrophenanthridin-1-yl)-N-methyl-1H-indole-2-carboxamide FC=1C=C2C=C(NC2=CC1)C(=O)N(C)[C@H]1CCCC=2NC(C3=CC(=CC=C3C12)F)=O